C(C)(C)(C)C=1C=C(C=CC1)C(CC(=O)O)(CC(=O)O)C(=O)O 2-(3-tert-butyl-phenyl)-propane-1,2,3-tricarboxylic acid